tributyl-(6-(2-butyloctyl)selenopheno[3,2-B]thiophen-2-yl)stannane C(CCC)[Sn](C1=CC2=C(S1)C(=C[Se]2)CC(CCCCCC)CCCC)(CCCC)CCCC